FC(C)(F)C1=NC(=CC(=N1)NC1=CC(=NC=C1[C@H]1OCCC1)NC(C)=O)C (S)-N-(4-((2-(1,1-difluoroethyl)-6-methylpyrimidin-4-yl)amino)-5-(tetrahydrofuran-2-yl)pyridin-2-yl)acetamide